CC(CN1N=CC(=C1)C=1C(=NC=C(C1)F)C1=CC=C2C=CC=NC2=C1)(C)C 7-{3-[1-(2,2-dimethylpropyl)-1H-pyrazol-4-yl]-5-fluoropyridin-2-yl}quinoline